ClC1=C(C=CC=C1)C(C1=CC=CC=C1)(C1=CC=CC=C1)OC([C@H](CCCCNC([C@H](CCCCNC(CC[C@@H](C(=O)OC(C)(C)C)N)=O)NC(=O)OC(C)(C)C)=O)NC(=O)OCC1=CC=CC=C1)=O [(2-chlorophenyl)-diphenylmethyl]-(2S)-6-[[(2S)-6-[[(4S)-4-amino-5-tert-butoxy-5-oxo-pentanoyl] amino]-2-(tert-butoxycarbonylamino)hexanoyl] amino]-2-(benzyloxycarbonylamino)hexanoate